(S)-4-(2-amino-3-phenylpropionamido)benzoic acid ethyl ester C(C)OC(C1=CC=C(C=C1)NC([C@H](CC1=CC=CC=C1)N)=O)=O